(R)-4-((4,7-dihydro-1H-indol-2-yl)(2-methoxyphenyl)(phenyl)methyl)phenol N1C(=CC=2CC=CCC12)[C@@](C1=CC=C(C=C1)O)(C1=CC=CC=C1)C1=C(C=CC=C1)OC